C1(CC1)NC1=NC(=C2C(=N1)N(N=C2)C)NCC2=CC=C(C=C2)S(=O)(=O)N 4-(((6-(cyclopropylamino)-1-methyl-1H-pyrazolo[3,4-d]pyrimidin-4-yl)amino)methyl)benzenesulfonamide